C(=O)O.C(C)NC(NC1=NC=CC(=C1)CN1CCN(CC1)C=1C=CC(=NC1C([2H])([2H])[2H])C(=O)NC)=O.C(C)NC(NC1=NC=CC(=C1)CN1CCN(CC1)C=1C=CC(=NC1C([2H])([2H])[2H])C(=O)NC)=O 5-(4-((2-(3-ethylureido)pyridin-4-yl)methyl)piperazin-1-yl)-N-methyl-6-(methyl-d3)picolinamide hemiformate